4-mercapto-2-ethyl-6-t-butylphenol SC1=CC(=C(C(=C1)C(C)(C)C)O)CC